O1C(CCCC1)N1N=C(C=2C1=NC(=CN2)C2=CCC(CC2)C#N)N2CCCC1=NC=CC=C21 4-[1-(Oxan-2-yl)-3-(1,2,3,4-tetrahydro-1,5-naphthyridin-1-yl)-1H-pyrazolo[3,4-b]Pyrazin-6-yl]Cyclohex-3-ene-1-carbonitrile